Ethyltrimethoxysilane C(C)[Si](OC)(OC)OC